COC1=C(CN2N=CC3=C2N=C(C=C3C(=O)OCC)OS(=O)(=O)C(F)(F)F)C=CC(=C1)OC ethyl 1-(2,4-dimethoxybenzyl)-6-(((trifluoromethyl)sulfonyl)oxy)-1H-pyrazolo[3,4-b]pyridine-4-carboxylate